C(C)N1N=C(C(=C1)C1=C(C(=CC=C1)O)C1=C2C(=CN=C1)SC(=C2)C#N)C(F)(F)F 4-(2-(1-Ethyl-3-(trifluoromethyl)-1H-pyrazol-4-yl)-6-hydroxyphenyl)thieno(2,3-c)pyridine-2-carbonitrile